nitro-1,2,3-benzooxadiazole [N+](=O)([O-])C1=CC=CC2=C1N=NO2